FC1(CCC(CC1)N1N2C(C=C(C1=O)NC(C1=C(C=C(C=C1)NS(=O)(=O)CCO)N1CCC3(CC3)CC1)=O)=NC=C2)F N-(5-(4,4-difluorocyclohexyl)-6-oxo-5,6-dihydroimidazo[1,2-b]pyridazin-7-yl)-4-((2-hydroxyethyl)sulfonamido)-2-(6-azaspiro[2.5]octan-6-yl)benzamide